C(C)(CC)C1=CC=C(C=C1)S(=O)(=O)Cl 4-(sec-butyl)benzenesulfonyl chloride